tert-butyl (2S,4R)-2-(hydroxymethyl)-4-(2-(2-(2-((tetrahydro-2H-pyran-2-yl)oxy)ethoxy)ethoxy)ethoxy)pyrrolidine-1-carboxylate OC[C@H]1N(C[C@@H](C1)OCCOCCOCCOC1OCCCC1)C(=O)OC(C)(C)C